5-(3-methylphenyl)-1,3,4-oxadiazole-2-carboxylic acid methyl ester COC(=O)C=1OC(=NN1)C1=CC(=CC=C1)C